N-(2,4-Dimethoxybenzyl)-4-((R)-3-(dimethylamino)-3-(((S)-6-(trifluoromethyl)-2,3-dihydro-1H-inden-1-yl)methyl)piperidin-1-yl)-2,6-difluoro-N-(pyrimidin-4-yl)-benzenesulfonamide COC1=C(CN(S(=O)(=O)C2=C(C=C(C=C2F)N2C[C@@](CCC2)(C[C@@H]2CCC3=CC=C(C=C23)C(F)(F)F)N(C)C)F)C2=NC=NC=C2)C=CC(=C1)OC